ClC1=CC(=C(C=N1)C#CC1=NC=C(N=C1)C)F ((6-chloro-4-fluoropyridin-3-yl)ethynyl)-5-methylpyrazine